methyl N-[5-[6-[cyanomethyl-(4-fluoro-3-methoxy-phenyl)carbamoyl]imidazo[1,2-a]pyrazin-3-yl]-2-pyridyl]carbamate C(#N)CN(C(=O)C=1N=CC=2N(C1)C(=CN2)C=2C=CC(=NC2)NC(OC)=O)C2=CC(=C(C=C2)F)OC